cumyl peroxydicarbonate C(=O)(OC(C)(C)C1=CC=CC=C1)OOC(=O)[O-]